NC1=C(C(=NO1)C)C 5-amino-3,4-dimethylisoxazole